4,5-dihydro-4,5-dioxo-1H-pyrrole O=C1C=CNC1=O